O1COC(CC1)=O 1,3-dioxane-4-one